C(C)(C)(C)OC(=O)N1CCC(=CC1)C 4-methyl-1,2,3,6-tetrahydropyridine-1-carboxylic acid tert-butyl ester